3-HYDROXY-4-(METHYLTHIO)BENZALDEHYDE OC=1C=C(C=O)C=CC1SC